C(C1CO1)N(CC1CO1)CCC1CC(CCC1)CCN(CC1CO1)CC1CO1 1,3-bis(N,N-diglycidylaminoethyl)cyclohexane